BrC1=C2C(OC(C2=C(C=C1)Cl)=O)O 4-bromo-7-chloro-3-hydroxy-3H-isobenzofuran-1-one